P12(OOC(OC1)CC2)=O trioxa-1-phosphabicyclo[2.2.2]octane 1-oxide